C(=C)C1=CC=CC=2C3=CC=CC=C3N(C12)CCCCCCBr vinyl-N-(6-bromohexyl)-carbazole